FC(COC1=NOC(=C1)C(=O)NC=1C(=NC=CC1C1=C(C=CC(=C1)F)F)C1CCOCC1)F 3-(2,2-difluoroethoxy)-N-(4-(2,5-difluorophenyl)-2-(tetrahydro-2H-pyran-4-yl)pyridin-3-yl)isoxazol-5-carboxamide